O=C(CNC(=O)C=1N=NN(C1)C1CC1)N1CCC(CC1)OC1=CC(=CC=C1)C(F)(F)F 1-Cyclopropyl-1H-[1,2,3]triazole-4-carboxylic acid {2-oxo-2-[4-(3-trifluoromethyl-phenoxy)-piperidin-1-yl]-ethyl}-amide